6-((Tert-butyldiphenylsilyl)oxy)-4-(4-chloro-6-((S)-1-((2S,4R)-4-fluoro-1-methylpyrrolidin-2-yl)ethoxy)-1,3,5-triazin-2-yl)-6-(methyl-d3)-1,4-oxazepane [Si](C1=CC=CC=C1)(C1=CC=CC=C1)(C(C)(C)C)OC1(CN(CCOC1)C1=NC(=NC(=N1)Cl)O[C@@H](C)[C@H]1N(C[C@@H](C1)F)C)C([2H])([2H])[2H]